2-(2,8-dimethylimidazo[1,2-a]pyridin-6-yl)-7-[(8aS)-hexahydropyrrolo[1,2-a]pyrazin-2(1H)-yl]-4H-pyrido[1,2-a]pyrimidin-4-one CC=1N=C2N(C=C(C=C2C)C=2N=C3N(C(C2)=O)C=C(C=C3)N3C[C@H]2N(CC3)CCC2)C1